BrC1=CN(C2=NC=C(C=C21)C(=O)NC(CC2=C(C=CC=C2)F)(C)C)C 3-bromo-N-(1-(2-fluorophenyl)-2-methylpropan-2-yl)-1-methyl-1H-pyrrolo[2,3-b]pyridine-5-carboxamide